(S,E)-N-[2-(6-chlorobenzo[d]isoxazol-3-yl)benzylidene]propane-2-sulfinamide ClC1=CC2=C(C(=NO2)C2=C(\C=N\[S@@](=O)C(C)C)C=CC=C2)C=C1